alpha-((methylamino)methyl)benzyl alcohol hydrochloride Cl.CNCC(C1=CC=CC=C1)O